FC=1C=C(C=CC1)N1N=CC(=C1N)C(=O)OCC ethyl 1-(3-fluorophenyl)-5-amino-1H-pyrazole-4-carboxylate